terphenyl-4'-ol C1(=CC=CC=C1)C=1C(=CC(=CC1)O)C1=CC=CC=C1